FC(CN1N=CC=2C1=NC(=CN2)N2CC1(CC2)CC(N(CC1)C=1C=NC=C(C1)C(F)(F)F)=O)F 2-(1-(2,2-difluoroethyl)-1H-pyrazolo[3,4-b]pyrazin-6-yl)-8-(5-(trifluoromethyl)pyridin-3-yl)-2,8-diazaspiro[4.5]decan-7-one